zinc decenate C(C=CCCCCCCC)(=O)[O-].[Zn+2].C(C=CCCCCCCC)(=O)[O-]